nickel bis(trifluoromethanesulfonate) FC(S(=O)(=O)[O-])(F)F.FC(S(=O)(=O)[O-])(F)F.[Ni+2]